C(#N)C=1C(=CC(=NC1)NC(=O)N1C2CC(C3=CC(=C(N=C13)C=O)CN1C(OCCCC1)=O)C2)NCCOC N-(5-cyano-4-((2-methoxyethyl)amino)pyridin-2-yl)-7-formyl-6-((2-oxo-1,3-oxazepan-3-yl)methyl)-3,4-dihydro-2,4-methylene-1,8-naphthyridine-1(2H)-carboxamide